BrC1=CC=C(C=C1)N1C(=C(C2=C(C(=CC=C12)O)CN1CCCCC1)C(C)=O)C 1-(1-(4-bromophenyl)-5-hydroxy-2-methyl-4-(piperidin-1-ylmethyl)-1H-indol-3-yl)ethan-1-one